C(C)OC=1C=C(C=CC1OC)C(CS(=O)(=O)C)N1CC2=CC=CC(=C2C1)NC(C)=O 2-[1-(3-ethoxy-4-methoxyphenyl)-2-methylsulfonylethyl]-4-acetylaminoisoindoline